2-butyloctyl 8-[2-[8-(2-butyloctoxy)-8-oxo-octoxy]-3-[2-[2-[2-[2-[2-[2-[2-(2-methoxyethylamino)acetyl]oxyethylamino]acetyl]oxyethoxy]ethoxy]ethoxy]ethoxy]propoxy]octanoate C(CCC)C(COC(CCCCCCCOC(COCCCCCCCC(=O)OCC(CCCCCC)CCCC)COCCOCCOCCOCCOC(CNCCOC(CNCCOC)=O)=O)=O)CCCCCC